4-(4-amino-2-(4-methacrylamidophenyl)-1-methyl-1H-pyrrolo[3,2-c]pyridin-3-yl)-N-(cyclobutylmethyl)-2-methoxybenzamide NC1=NC=CC2=C1C(=C(N2C)C2=CC=C(C=C2)NC(C(=C)C)=O)C2=CC(=C(C(=O)NCC1CCC1)C=C2)OC